C(C1=CC=CC=C1)OCN1C(N(C=CC1=O)[C@H]1[C@@H]([C@@H]([C@H](O1)CO[Si](C)(C)C(C)(C)C)OC(C1=CC=CC=C1)=O)OC([2H])([2H])[2H])=O (2R,3R,4R,5R)-5-(3-((Benzyloxy)methyl)-2,4-dioxo-3,4-dihydropyrimidin-1(2H)-yl)-2-(((tert-butyldimethylsilyl)oxy)methyl)-4-(methoxy-d3)tetrahydrofuran-3-ylbenzoate